C(#N)C=1SC2=C(N1)C=C(C(=C2)F)OC2C(CN(CC2)C(=O)OC(C)(C)C)(C)C tert-butyl 4-[(2-cyano-6-fluoro-1,3-benzothiazol-5-yl)oxy]-3,3-dimethyl-piperidine-1-carboxylate